C(C)N1C(NC(=CC1=O)O[C@@H](C)C1=CC(=CC=C1)F)=O (S)-3-ethyl-6-(1-(3-fluorophenyl)ethoxy)pyrimidine-2,4(1h,3h)-dione